FC(CF)C1=CC(=C(C=C1)B1OC(C(O1)(C)C)(C)C)OC 2-(4-(1,2-difluoroethyl)-2-methoxyphenyl)-4,4,5,5-tetramethyl-1,3,2-dioxaborolan